COC(=O)C1=NC(=NC(=C1Cl)O)O 2,6-dihydroxyl-5-chloro-4-pyrimidinecarboxylic acid methyl ester